COC(=O)C1=C(N(C(=C(C1)C(=O)O)C)C1=CC=C(C=C1)N(C)C)C 4-dimethylaminophenyl-2,6-dimethyl-1,4-dihydropyridine-3,5-dicarboxylic acid methyl ester